FC(CO)(C)F 2,2-difluoropropane-1-ol